COC(=O)N[C@H](C(=O)N[C@@H](CC1=CC=C(C=C1)NS(=O)(=O)O)C=1N=C(SC1)C=1SC=CC1)CC1=CC=CC=C1 4-{(S)-2-[(S)-2-(methoxycarbonylamino)-3-phenyl-propionylamino]-2-[2-(thiophen-2-yl)thiazol-4-yl]ethyl}phenylaminosulfonic acid